6-[4-(2-fluoro-5-formyl-benzoyl)piperazin-1-yl]pyridine-3-carbonitrile FC1=C(C(=O)N2CCN(CC2)C2=CC=C(C=N2)C#N)C=C(C=C1)C=O